1-{[2-(trimethylsilyl)ethoxy]methyl}-1H-pyrazole C[Si](CCOCN1N=CC=C1)(C)C